BrC1=CC(=NN1C1=CC=2C(=NN(N2)C)C=C1)N1C(=CC=C1C)C 5-(5-bromo-3-(2,5-dimethyl-1H-pyrrol-1-yl)-1H-pyrazol-1-yl)-2-methyl-2H-benzo[d][1,2,3]triazole